N1N=NC=2C=NC=3C=CC=CC3C21 triazolo[4,5-c]quinoline